1,5-dimethylpyrazine CN1CC=NC(=C1)C